COC(C[C@@H]1[C@@H](C(CC1)=O)CCCCC)=O.NC1=CC(=C(OC2=CC=C(C=C2)C(C(F)(F)F)(C(F)(F)F)C2=CC=C(C=C2)OC2=C(C=C(C=C2)N)C(F)(F)F)C=C1)C(F)(F)F 2,2-bis[4-{4-amino-2-(trifluoromethyl)phenoxy}phenyl]hexafluoropropane (+)-methyl-(1R)-cis-3-oxo-2-pentyl-1-cyclopentaneacetate